C1(CCCCC1)NC(C(=O)C1=CC(=C(C=C1)OCC(NC1=CC=CC=C1)=O)OC)=O N-cyclohexyl-2-(3-methoxy-4-(2-oxo-2-(phenylamino)ethoxy)phenyl)-2-oxoacetamide